C(C)(C)OC(=O)C1=C(N=C2N(C1C1=CC=C(C=C1)N1C=NC=C1)C(/C(/S2)=C/C2=CC=C(C=C2)OCC(=O)N2CCN(CC2)C)=O)C.N2=NN=N[C-]=C2 tetrazineid isopropyl-(Z)-5-(4-(1H-imidazol-1-yl)phenyl)-7-methyl-2-(4-(2-(4-methylpiperazin-1-yl)-2-oxoethoxy)benzylidene)-3-oxo-2,3-dihydro-5H-thiazolo[3,2-a]pyrimidine-6-carboxylate